N-(4-((5-bromopyridin-2-yl)amino)-3-(1-methyl-1H-imidazol-4-yl)phenyl)acrylamide BrC=1C=CC(=NC1)NC1=C(C=C(C=C1)NC(C=C)=O)C=1N=CN(C1)C